C[Si](OCC)(OCC)CCCC(C)(C(N(CC)CC)N(CC)CC)SC(C)(CCC[Si](C)(OCC)OCC)C(N(CC)CC)N(CC)CC methyldiethoxysilylpropyl-bis(diethylamino)methylethyl sulfide